COC(CCCCCCC(=O)NC1=CC=C(CNC(CCC(=O)O)=O)C=C1)=O 4-((4-(8-methoxy-8-oxo-octanamido)benzyl)amino)-4-oxobutanoic acid